C(C)(C)(C)OC(=O)N1CC(N(CC1)C1=CC=C(C=C1)NC1=NC=CC(=N1)NC1=NC(=NC=C1)C1=NC(=CC=C1)C)CC(=O)O 2-(4-(tert-butoxycarbonyl)-1-(4-((4-((2-(6-methylpyridin-2-yl)pyrimidin-4-yl)amino)pyrimidin-2-yl)amino)phenyl)piperazin-2-yl)acetic acid